3-Ethoxy-5-{6-[2-(1-methyl-1H-indol-5-yl)-ethylamino]-pyrimidin-4-yl}-thiophene C(C)OC1=CSC(=C1)C1=NC=NC(=C1)NCCC=1C=C2C=CN(C2=CC1)C